BrC1=CC=C(C=C1)N1C(N(C[C@@H](C1)N(C(=O)C=1N=C(SC1)C#C)C1=CC(=CC(=C1)OC)OC)C)=O (S)-N-(1-(4-Bromophenyl)-3-methyl-2-oxohexahydropyrimidin-5-yl)-N-(3,5-dimethoxyphenyl)-2-ethynylthiazole-4-carboxamide